methyl 2,2-dimethyl-1-[[4-[(3-nitro-6-phenyl-2-pyridyl)amino]phenyl]methyl]piperidine-4-carboxylate CC1(N(CCC(C1)C(=O)OC)CC1=CC=C(C=C1)NC1=NC(=CC=C1[N+](=O)[O-])C1=CC=CC=C1)C